diethyl 7-chloro-1-phenyl-1,3-dihydro-2H-cyclopenta[b]benzofuran-2,2-dicarboxylate ClC=1C=CC2=C(C3=C(O2)CC(C3C3=CC=CC=C3)(C(=O)OCC)C(=O)OCC)C1